n-butanethiol nickel [Ni].C(CCC)S